2-oxo-oxazolidine-3-carboxylic acid tert-butyl ester C(C)(C)(C)OC(=O)N1C(OCC1)=O